N-[3-chloro-1-(pyridine-3-yl)-1H-pyrazol-4-yl]-N-ethyl-3-(3,3,3-trifluoropropanesulfinyl)propanamide ClC1=NN(C=C1N(C(CCS(=O)CCC(F)(F)F)=O)CC)C=1C=NC=CC1